C(C)(C)(C)OC(=O)N1CCC(CC1)OC1=CC(=CC(=C1)N1[C@@H]2COC[C@H]1CNC2)F tert-butyl-4-[3-fluoro-5-[(1S,5R)-3-oxa-7,9-diazabicyclo[3.3.1]nonan-9-yl]phenoxy]piperidine-1-carboxylate